ClC1=C(C(=C(C=C1OC)OC)Cl)C1=CC2=C(N=C(N=C2)N[C@H]2[C@H](COC2)NC(C=C)=O)C(=N1)N1CCOCC1 N-((3R,4S)-4-((6-(2,6-dichloro-3,5-dimethoxyphenyl)-8-morpholino-pyrido[3,4-d]pyrimidin-2-yl)amino)tetra-hydrofuran-3-yl)acrylamide